P(=O)(OCC1=CC=CC=C1)(OCC1=CC=CC=C1)OC[C@@H]1NCCOC1 (R)-dibenzyl (morpholin-3-ylmethyl) phosphate